butenyl acetate CC/C=C/OC(=O)C